methyl 5-(1-methyl-1H-pyrrolo[3,2-b]pyridin-3-yl)-1H-pyrrole-2-carboxylate CN1C=C(C2=NC=CC=C21)C2=CC=C(N2)C(=O)OC